F[C@H]1CN(CC[C@H]1NC=1C=2N(C=CC1)C(=C(N2)C#CCNC2=C(C=C(C(=O)NC)C=C2)OCC(F)(F)F)CC(F)(F)F)C 4-{[3-(8-{[(3S,4R)-3-fluoro-1-methylpiperidin-4-yl]amino}-3-(2,2,2-trifluoroethyl)imidazo[1,2-a]pyridin-2-yl)prop-2-yn-1-yl]amino}-N-methyl-3-(2,2,2-trifluoroethoxy)benzamide